(R)-8-((4-methoxybenzyl)(methyl)amino)-N-(2-methyl-3-carbonylisoxazolidin-4-yl)-6-((2-carbonyl-2H-[1,2'-bipyridyl]-3-yl)amino)imidazo[1,2-b]pyridazine-3-carboxamide COC1=CC=C(CN(C=2C=3N(N=C(C2)NC=2C(N(C=CC2)C2=NC=CC=C2)=C=O)C(=CN3)C(=O)N[C@@H]3C(N(OC3)C)=C=O)C)C=C1